4-(2-(1H-pyrazol-4-yl)pyrrolidin-1-yl)-7-(8-chloronaphthalen-1-yl)-8-fluoro-2-((tetrahydro-1H-pyrrolizin-7a(5H)-yl)methoxy)pyrido[4,3-d]pyrimidine N1N=CC(=C1)C1N(CCC1)C=1C2=C(N=C(N1)OCC13CCCN3CCC1)C(=C(N=C2)C2=CC=CC1=CC=CC(=C21)Cl)F